1-(3-(Dimethylamino)propyl)-3-ethylcarbodiimide hydrochloride Cl.CN(CCCN=C=NCC)C